4-(2-chloro-4-pyridinyl)-N-methyl-L-phenylalanine ClC1=NC=CC(=C1)C1=CC=C(C[C@H](NC)C(=O)O)C=C1